(3S,4S)-tert-butyl 3-fluoro-4-((6-(7-methoxy-6-(1,1,1-trifluoro-2-hydroxypropan-2-yl)imidazo[1,2-a]pyridin-3-yl)pyrazin-2-yl)amino)pyrrolidine-1-carboxylate F[C@H]1CN(C[C@@H]1NC1=NC(=CN=C1)C1=CN=C2N1C=C(C(=C2)OC)C(C(F)(F)F)(C)O)C(=O)OC(C)(C)C